OC[C@@H](CC(=O)O)C=C (S)-3-(HYDROXYMETHYL)PENT-4-ENOIC ACID